4-(6-Aminopyridazin-3-yl)piperidine-1-carboxylic acid tert-butyl ester C(C)(C)(C)OC(=O)N1CCC(CC1)C=1N=NC(=CC1)N